(9R,13S)-9-(2-Chlorophenyl)-3-methyl-13-[(2S)-2-methylmorpholine-4-carbonyl]-16-thia-2,4,5,8-tetraazatetracyclo-[8.6.0.02,6.011,15]hexadeca-1(10),3,5,11(15)-tetraene ClC1=C(C=CC=C1)[C@@H]1NCC2=NN=C(N2C=2SC=3C[C@H](CC3C12)C(=O)N1C[C@@H](OCC1)C)C